FC1(CC2(C1)C[C@H](N(CC2)C(=O)OCC2=CC=CC=C2)C2=CC=C(C=C2)C(=O)NN)F benzyl (S)-2,2-difluoro-6-(4-(hydrazinecarbonyl)phenyl)-7-azaspiro[3.5]nonane-7-carboxylate